C1C2=C(C=CC(=C2)O)OC1=O The molecule is a member of the class of 1-benzofurans that is 1-benzofuran-2(3H)-one substituted by a hydroxy group at position 5. It has a role as an antifungal agent and a fungal metabolite. It is a member of 1-benzofurans and an aromatic alcohol.